CN1C(C(CCC1=O)N1C(C2=CC=CC(=C2C1=O)N1CCN(CC1)CCCCCCCC=O)=O)=O 8-(4-(2-(1-methyl-2,6-dioxopiperidin-3-yl)-1,3-dioxoisoindolin-4-yl)piperazin-1-yl)octanal